BrC1=C(C=C2C(=NC(=NC2=C1F)Cl)OCC(F)(F)F)Cl 7-bromo-2,6-dichloro-8-fluoro-4-(2,2,2-trifluoroethoxy)quinazoline